methoxy-5-piperazin-1-yl-pyridin-2-ylamine dihydrochloride Cl.Cl.CONC1=NC=C(C=C1)N1CCNCC1